C(C)(C)(C)OC(N(CC=1OC(=NN1)C=1C(=NC=CC1)NC1=CC=C(C=C1)C(F)(F)F)C)=O.C(C)(C)(C)N(OC(C)C1=CC=CC=C1)OC(C(C)C)C1=CC=CC=C1 N-tert-butyl-N-(2-methyl-1-phenylpropyl)-oxy-(1-phenylethyl)hydroxylamine tert-butyl-N-methyl-N-[[5-[2-[4-(trifluoromethyl)anilino]-3-pyridyl]-1,3,4-oxadiazol-2-yl]methyl]carbamate